2-aminophenoxazine-3-one NC1=CC2=NC3=CC=CC=C3OC2=CC1=O